methyl 5-(4-((3-ethyl-2,4-dioxo-1,2,3,4-tetrahydrothieno[3,2-d]pyrimidin-6-yl) methyl)-3-oxopiperazin-1-yl)-6-methylpicolinate C(C)N1C(NC2=C(C1=O)SC(=C2)CN2C(CN(CC2)C=2C=CC(=NC2C)C(=O)OC)=O)=O